1,17-dimercapto-2,6,8,10,12,16-hexathiaheptadecane SCSCCCSCSCSCSCCCSCS